FC(C(=O)O)(C1=NC(=CC=C1)N=C)F difluoro[6-(methyleneamino)pyridin-2-yl]acetic acid